NC1=CC(=C(N=N1)Cl)[C@H](NC(CC1CC(C1)(F)F)=O)C1CC1 (R)-N-((6-Amino-3-chloropyridazin-4-yl)(cyclopropyl)methyl)-2-(3,3-difluorocyclobutyl)acetamide